1-chloro-3H-pyrido[3,4-d]pyridazin-4-one ClC=1C2=C(C(NN1)=O)C=NC=C2